[Br-].C(C)(=O)OCC[N+](C)(C)C (2-acetoxyethyl)trimethylammonium bromide